3-(1-oxo-5-(piperazin-1-ylmethyl)isoindolin-2-yl)piperidine-2,6-dione O=C1N(CC2=CC(=CC=C12)CN1CCNCC1)C1C(NC(CC1)=O)=O